BrC1=CC=CC(=N1)C(=O)NC1=C(C=C(C=C1)CN1CCOCC1)N1CCCCC1 6-bromo-N-(4-(morpholinomethyl)-2-(piperidin-1-yl)phenyl)pyridineamide